4-[4-(6-methoxy-2-benzoxazolyl)phenyl]-1,2,4-triazolin-3,5-dione COC1=CC2=C(N=C(O2)C2=CC=C(C=C2)N2C(N=NC2=O)=O)C=C1